FC=1C(=C(OC2=C(C=NC(=C2)C(F)(F)F)C=2NC(=CC(C2)=O)C)C=CC1F)C 2-[4-(3,4-difluoro-2-methyl-phenoxy)-6-(trifluoromethyl)-3-pyridyl]-6-methyl-1H-pyridin-4-one